9-(2-naphthyl)-10-[3-(1-naphthyl)phenyl]anthracene C1=C(C=CC2=CC=CC=C12)C=1C2=CC=CC=C2C(=C2C=CC=CC12)C1=CC(=CC=C1)C1=CC=CC2=CC=CC=C12